2-(5-nitronaphthalen-1-yl)benzene-1,3-diol [N+](=O)([O-])C1=C2C=CC=C(C2=CC=C1)C1=C(C=CC=C1O)O